[6-(3-Hydroxybenzylamino)Purine] Mesylate S(C)(=O)(=O)O.OC=1C=C(CNC2=C3NC=NC3=NC=N2)C=CC1